ClC1=C(C(=CC(=C1)F)F)NC=1N(C2=NC(=NC=C2N1)N[C@@H]1C[C@H](CCC1)O)C1CCC(CC1)(C(=O)N)C (1R,4s)-4-(8-(2-chloro-4,6-difluorophenylamino)-2-((1S,3S)-3-hydroxycyclohexylamino)-9H-purin-9-yl)-1-methylcyclohexanecarboxamide